3-(benzo[d][1,3]dioxol-5-yl)-N-(2-bromobenzyl)propanamide ethyl-(((6-chloro-5-iodo-1-((2-(trimethylsilyl)ethoxy)methyl)-1H-imidazo[4,5-b]pyridin-2-yl)thio)methyl)(methyl)phosphinate C(C)OP(=O)(C)CSC=1N(C=2C(=NC(=C(C2)Cl)I)N1)COCC[Si](C)(C)C.O1COC2=C1C=CC(=C2)CCC(=O)NCC2=C(C=CC=C2)Br